C(NC(=O)N)(=O)O.NC(=O)NC(=O)N biuret allophanate